Fmoc-pyrophosphate C(=O)(OCC1C2=CC=CC=C2C2=CC=CC=C12)OP([O-])(=O)OP(=O)([O-])[O-]